ClC1=C(C(=CC=C1)Cl)S(=O)(=O)N1CCN(CC1)C=1SC=C(N1)C(=O)O [4-(2,6-dichlorophenylsulfonyl)-1-piperazinyl]Thiazole-4-carboxylic acid